(2S,4R)-1-[(2S)-2-[4-(3,3-dimethoxycyclobutyl)triazol-1-yl]-3,3-dimethyl-butanoyl]-4-hydroxy-N-methyl-pyrrolidine-2-carboxamide COC1(CC(C1)C=1N=NN(C1)[C@H](C(=O)N1[C@@H](C[C@H](C1)O)C(=O)NC)C(C)(C)C)OC